ClC=1C=C(C(=O)NC2=CC(=CC=C2)[C@H](C)NC=2C=NC=3C(N2)=NN(C3)CC)C=CC1N1CCCC1 (S)-3-chloro-N-(3-(1-((2-ethyl-2H-pyrazolo[3,4-b]pyrazin-6-yl)amino)ethyl)phenyl)-4-(pyrrolidin-1-yl)benzamide